N-tert-butyl-1-{6-[7-(pyrazol-1-yl)-1-{[2-(trimethylsilyl)ethoxy]methyl}indazol-4-yl]pyridazin-3-yl}pyrrolidin-3-amine C(C)(C)(C)NC1CN(CC1)C=1N=NC(=CC1)C1=C2C=NN(C2=C(C=C1)N1N=CC=C1)COCC[Si](C)(C)C